pyrrol-4(1H)-one N1C=CC(C1)=O